NC1=C(C=C(C=N1)C1=CC=2C3=C(C=NC2C=C1)N(/C(/N3C=3C=NC(=CC3)C(C)(C)C#N)=N\C#N)C)C(F)(F)F (E)-N-(8-(6-amino-5-(trifluoromethyl)pyridin-3-yl)-1-(6-(2-cyanoprop-2-yl)pyridin-3-yl)-3-methyl-1H-imidazo[4,5-c]quinolin-2(3H)-ylidene)cyanamide